N1-Cyclopropyl-5-methoxybenzene-1,2-diamine C1(CC1)NC=1C(=CC=C(C1)OC)N